Methyl 2-[2-[3-[2-[(6-bromo-2-pyridyl)oxymethyl]-5-chloro-phenyl]propoxy]-4-(4,4,5,5-tetramethyl-1,3,2-dioxaborolan-2-yl)phenyl]acetate BrC1=CC=CC(=N1)OCC1=C(C=C(C=C1)Cl)CCCOC1=C(C=CC(=C1)B1OC(C(O1)(C)C)(C)C)CC(=O)OC